C(CCC)C(C(=O)OCCCCCCC(=O)OCC(COC(CCCCCCOC(C(CCCCCC)CCCC)=O)=O)(COC(NCCN1CCCC1)=O)COC(CCC(OCCCC\C=C/CC)OCCCC\C=C/CC)=O)CCCCCC ((2-(((4,4-bis(((Z)-oct-5-en-1-yl)oxy)butanoyl)oxy)methyl)-2-((((2-(pyrrolidin-1-yl)ethyl)carbamoyl)oxy)methyl)propane-1,3-diyl)bis(oxy))bis(7-oxoheptane-7,1-diyl) bis(2-butyloctanoate)